(1R,2S)-2-((R)-5H-imidazo[5,1-a]isoindol-5-yl)cyclobutan-1-ol C=1N=CN2C1C1=CC=CC=C1[C@H]2[C@H]2[C@@H](CC2)O